ClC=1C=C(C=CC1OC1=C(C(=NC=C1)N1CC(C1)(C)OCC)F)N1N=CN(C1=O)CC1=C(C=CC=C1F)F 2-(3-chloro-4-((2-(3-ethoxy-3-methylazetidin-1-yl)-3-fluoropyridin-4-yl)oxy)phenyl)-4-(2,6-difluorobenzyl)-2,4-dihydro-3H-1,2,4-triazol-3-one